6-[3,5-difluoro-4-(morpholin-4-yl)phenyl]-5-methyl-4,5-dihydropyridazin-3(2H)-one FC=1C=C(C=C(C1N1CCOCC1)F)C=1C(CC(NN1)=O)C